The molecule is a carbohydrate acid anion that is the conjugate base of D-glucopyranuronic acid. It has a role as an Escherichia coli metabolite and a human metabolite. It is a carbohydrate acid anion and a monocarboxylic acid anion. It is a conjugate base of a D-glucopyranuronic acid. [C@@H]1([C@@H]([C@H](OC([C@@H]1O)O)C(=O)[O-])O)O